OCC1=C(N=C(S1)NC(OC(C)(C)C)=O)C tert-butyl (5-(hydroxymethyl)-4-methylthiazol-2-yl)carbamate